CC1=C(OC(C(=O)OCC)(C)C)C(=CC(=C1)CN1C(N(CC1=O)C1=CC=C(C=C1)S(=O)(=O)C)=O)C Ethyl 2-(2,6-dimethyl-4-((3-(4-(methylsulfonyl)phenyl)-2,5-dioxoimidazolin-1-yl)methyl)-phenoxy)-2-methylpropionate